N[S@@](=NC(CC1=C(C(=CC=C1C(C)C)F)C(C)C)=O)(=O)C=1SC(=CC1)C(C)(C)O (S)-N-(amino(5-(2-hydroxypropan-2-yl)thiophen-2-yl)(oxo)-λ6-sulfaneylidene)-2-(3-fluoro-2,6-diisopropylphenyl)acetamide